COC=1C=C(C=C(C1)OC)/C=C/C(=O)C1=CC=C(OCC(=O)O)C=C1 (E)-2-(4-(3-(3,5-dimethoxyphenyl)acryloyl)phenoxy)acetic acid